1-((difluoromethyl-d)thio)-4-(pyridin-2-yl)piperazine FC(SN1CCN(CC1)C1=NC=CC=C1)([2H])F